FC(C(C)(C)C1=CC(=NO1)N)(F)F 5-(2,2,2-trifluoro-1,1-dimethyl-ethyl)isoxazol-3-amine